C(O)(O)=O.NN hydrazine carbonate